(3S,5S)-3-(tertiary butoxycarbonyl-amino)-5-methylpiperidine C(C)(C)(C)OC(=O)N[C@@H]1CNC[C@H](C1)C